6-bromo-1-methyl-spiro[indoline-3,4'-tetrahydropyran]-2-one BrC1=CC=C2C(=C1)N(C(C21CCOCC1)=O)C